1-bromo-3-(difluoromethyl)-5-methanesulfonylbenzene BrC1=CC(=CC(=C1)S(=O)(=O)C)C(F)F